methyl (R)-3-(4-tolyl)-3-cyanopropionate C1(=CC=C(C=C1)[C@@H](CC(=O)OC)C#N)C